N1N=CC2=CC=C(C=C12)[C@@H]1C[C@@]12CN(C1=CC=C(C=C21)OC)C (1R,2S)-2-(1H-indazol-6-yl)-5'-methoxy-1'-methyl-spiro[cyclopropane-1,3'-indole]